diethoxyzirconium dichloride [Cl-].[Cl-].C(C)O[Zr+2]OCC